FC1=C2C=NC(=NC2=CC=C1B1OC(C(O1)(C)C)(C)C)NC1CCN(CC1)C(=O)OC(C)(C)C tert-butyl 4-{[5-fluoro-6-(4,4,5,5-tetramethyl-1,3,2-dioxaborolan-2-yl)quinazolin-2-yl]amino}piperidine-1-carboxylate